4-(hydrazinocarbonyl)piperidine-1-carboxylic acid tert-butyl ester C(C)(C)(C)OC(=O)N1CCC(CC1)C(=O)NN